ClC1=NN=C2N1C1=CC=C(C=C1C(=N2)N(C2=NC(=CN=C2)C=2C=NC(=CC2)OCC(F)(F)F)C)F chloro-7-fluoro-N-methyl-N-(6-(6-(2,2,2-trifluoroethoxy)pyridin-3-yl)pyrazin-2-yl)-[1,2,4]triazolo[4,3-a]quinazolin-5-amine